BrC[C@@H]1C[C@@H]2CC3(OCCO3)[C@@H]2C1 |r| (±)-(1R,3R,5R)-3-(bromomethyl)spiro[bicyclo[3.2.0]heptane-6,2'-[1,3]dioxolane]